CCC(=C(C)C)C(=O)OC(C)N Trimethylaminoethyl methacrylate